[Mg+2].[Mg+2].[Mg+2].[N-3].[N-3].[Pb] Lead Magnesium nitride